phytoyl chloride C(\C=C(/C)\CCC[C@H](C)CCC[C@H](C)CCCC(C)C)(=O)Cl